(Z)-4-formyl-N'-((2'-methyl-2-(trifluoromethyl)-[1,1'-biphenyl]-4-carbonyl)oxy)-3-nitrobenzimidamide C(=O)C1=C(C=C(/C(/N)=N/OC(=O)C2=CC(=C(C=C2)C2=C(C=CC=C2)C)C(F)(F)F)C=C1)[N+](=O)[O-]